C(C)(C)(C)OC(=O)N1N=C(C=2N=CN=C(C21)NCC2=CC=C(C=C2)B(O)O)C(=O)OC 4-([[1-(tert-butoxycarbonyl)-3-(methoxycarbonyl)pyrazolo[4,3-d]pyrimidin-7-yl]amino]methyl)phenylboronic acid